O(C1=CC=CC=C1)C1=CC=C(C=C1)NC(OC1=CC=CC=C1)=O phenyl (4-phenoxyphenyl)carbamate